[2-(3,4-dihydro-1H-isoquinoline-2-yl)-pyrido[3,4-d]pyrimidine-4-yl]pyridine C1N(CCC2=CC=CC=C12)C=1N=C(C2=C(N1)C=NC=C2)C2=NC=CC=C2